(3-((4-bromo-2-fluoro-phenoxy)methyl)bicyclo-[1.1.1]pentan-1-yl)(5-(3,5-difluorophenyl)-4,5-dihydro-1H-pyrazol-1-yl)methanone BrC1=CC(=C(OCC23CC(C2)(C3)C(=O)N3N=CCC3C3=CC(=CC(=C3)F)F)C=C1)F